ON1C(C=C(C=C1CC(CC(C)(C)C)C)C)=O 1-hydroxy-4-methyl-6-(2,4,4-trimethylpentyl)-2(1H)-pyridone